(1S,4R,6R)-6-hydroxy-2-azabicyclo[2.2.1]heptane-2-carboxylic acid tert-butyl ester C(C)(C)(C)OC(=O)N1[C@@H]2[C@@H](C[C@H](C1)C2)O